methyl 4-[(1-tert-butoxycarbonyl-4-piperidyl)methylamino]-6-fluoro-2-methyl-indazole-7-carboxylate C(C)(C)(C)OC(=O)N1CCC(CC1)CNC=1C2=CN(N=C2C(=C(C1)F)C(=O)OC)C